CS(=O)(=NCC1C(NCCC1)C)C dimethyl-[(2-methyl-3-piperidinyl)methylimino]-oxo-lambda6-sulfane